N-(2,2-difluoroethyl)-6-fluoro-N-[2-fluoro-3-[2-(1-methylcyclopropyl)ethynyl]phenyl]-1-methyl-[1,2,4]triazolo[4,3-a]quinazolin-5-amine FC(CN(C1=NC=2N(C3=CC=CC(=C13)F)C(=NN2)C)C2=C(C(=CC=C2)C#CC2(CC2)C)F)F